methyl-1-oxophthalazin-2(1H)-yl acetate C(C)(=O)ON1C(C2=CC=CC=C2C(=N1)C)=O